7-(4,7-diazaspiro[2.5]octan-7-yl)-5H-[1,3,4]thiadiazolo[3,2-a]pyrimidin-5-one C1CC12NCCN(C2)C=2N=C1N(C(C2)=O)N=CS1